C1(=CC=C(C=C1)NC(=O)[C@H]1[C@H]2CC[C@@H]([C@@H]1C=1C=NC=CC1)O2)C2=CC=CC=C2 (1R,2R,3S,4S)-N-([1,1'-biphenyl]-4-yl)-3-(pyridin-3-yl)-7-oxabicyclo[2.2.1]heptane-2-carboxamide